N(=[N+]=[N-])[C@H](C(=O)N1[C@@H](C[C@H](C1)O)C(=O)N[C@@H](CO)C1=CC=C(C=C1)C1=C(N=CS1)C)C(C)C (4R)-1-[(2S)-2-azido-3-methylbutanoyl]-4-hydroxy-N-{(1R)-2-hydroxy-1-[4-(4-methyl-1,3-thiazole-5-yl)phenyl]ethyl}-L-prolinamide